CC=1OC=CC1CN (2-methylfuran-3-yl)methanamine